[Si](C)(C)(C(C)(C)C)OC[C@H]1NC(O[C@@H]1C1=CC(=CC=C1)Cl)=O (4R,5R)-4-(((tert-butyldimethylsilyl)oxy)methyl)-5-(3-chlorophenyl)oxazolidin-2-one